The molecule is an organosulfonic acid comprising stilbene having 4-anilino-6-[bis(2-hydroxyethyl)amino]-1,3,5-triazin-2-yl}amino groups at the 4 and 4'-positions and sulfo groups at the 2- and 2'-positions. It has a role as a fluorochrome. It is an organosulfonic acid and a member of 1,3,5-triazines. It is a conjugate acid of a 4,4'-bis({4-anilino-6-[bis(2-hydroxyethyl)amino]-1,3,5-triazin-2-yl}amino)stilbene-2,2'-disulfonate. It derives from a hydride of a stilbene. C1=CC=C(C=C1)NC2=NC(=NC(=N2)N(CCO)CCO)NC3=CC(=C(C=C3)/C=C/C4=C(C=C(C=C4)NC5=NC(=NC(=N5)NC6=CC=CC=C6)N(CCO)CCO)S(=O)(=O)O)S(=O)(=O)O